BrC1=C2C(=CN(C2=CC=C1)C1CCN(CC1)C(=O)OC(C)(C)C)C tert-Butyl 4-(4-bromo-3-methyl-1H-indol-1-yl)piperidine-1-carboxylate